FC(S(=O)(=O)OC=1C=C2C(=NC(=NC2=C2C1OC(C2)(C)C)C)N[C@H](C)C2=CC(=CC(=C2)C(F)F)NC(C)=O)(F)F |r| (R/S)-4-((1-(3-acetamido-5-(difluoromethyl) phenyl) ethyl) amino)-2,8,8-trimethyl-8,9-dihydrofuro[2,3-h]quinazolin-6-yl trifluoromethanesulfonate